(4R)-4-[(tert-butyldisulfanyl)methyl]-5-oxo-1,3-oxazolidine-3-carboxylic acid 9H-fluoren-9-ylmethyl ester C1=CC=CC=2C3=CC=CC=C3C(C12)COC(=O)N1COC([C@@H]1CSSC(C)(C)C)=O